C1(CCCCC1)N1N=CC(=C1)C=1C=C(C(=NC1)N)C1=NC(=NO1)C1=C(C=CC=C1Cl)Cl 5-(1-cyclohexyl-1H-pyrazol-4-yl)-3-(3-(2,6-dichlorophenyl)-1,2,4-oxadiazol-5-yl)pyridin-2-amine